4-isobutyl-1,4-diazepan C(C(C)C)N1CCNCCC1